tert-butyl-2-(2-amino-5-((2-bromo-5-iso-propyl-pyridin-4-yl)oxy)pyrimidin-4-yl)hydrazine C(C)(C)(C)NNC1=NC(=NC=C1OC1=CC(=NC=C1C(C)C)Br)N